(bromomethyl)-6-chloro-4-methylpyridazin-3-amine BrCC=1C(=C(N=NC1Cl)N)C